COC(C1=CN=C(C=C1C(F)(F)F)Cl)=O 6-chloro-4-(trifluoromethyl)nicotinic acid methyl ester